6-isopropyl-3-(((3-methoxybenzyl)amino)methyl)-1-(4-methylbenzyl)-1H-indole-2-carboxylic acid C(C)(C)C1=CC=C2C(=C(N(C2=C1)CC1=CC=C(C=C1)C)C(=O)O)CNCC1=CC(=CC=C1)OC